ClC1=CC=C(C=C1)C1CCN(CC1)C(CCCCCC1=CC=C2CN(C(C2=C1)=O)C1C(NC(CC1)=O)=O)=O 3-(6-(6-(4-(4-Chlorophenyl)piperidin-1-yl)-6-oxohexyl)-1-oxoisoindolin-2-yl)piperidine-2,6-dione